CC1=C(OC=2C(N(C=CC2C=2C3=C(C(N(C2)C)=O)NC=C3)CCC(F)(F)F)=O)C(=CC=C1)C 4-(3-(2,6-dimethylphenoxy)-2-oxo-1-(3,3,3-trifluoropropyl)-1,2-dihydropyridin-4-yl)-6-methyl-1,6-dihydro-7H-pyrrolo[2,3-c]pyridin-7-one